2-(oxetan-2-yl)-ethanol O1C(CC1)CCO